C1(C=CC(N1CCCC(=O)ON1C(C(CC1=O)S(=O)(=O)O)=O)=O)=O N-[γ-maleimidobutyryl-oxy]sulfosuccinimide